C(C)(C)(C)C1=C(C=C(C=C1)N1C(C2=CC(=CC=C2C(C1C1=CC2=C(OCCO2)C=C1)CO)F)=O)Cl 2-(4-(tert-butyl)-3-chlorophenyl)-3-(2,3-dihydrobenzo[b][1,4]dioxin-6-yl)-7-fluoro-4-(hydroxymethyl)-3,4-dihydroisoquinolin-1(2H)-one